acryloylaminobutanesulfonic acid C(C=C)(=O)NC(CCC)S(=O)(=O)O